ClC1=C(C=CC(=C1)C(F)(F)F)NC(CN1C=2N(C(C(=C1CC)N1CCN(CC1)C(C1=C(C=CC=C1)O)=O)=O)N=C(N2)C2CCCCCC2)=O N-(2-Chloro-4-(trifluoromethyl)phenyl)-2-(2-cycloheptyl-5-ethyl-6-(4-(2-hydroxybenzoyl)piperazin-1-yl)-7-oxo-[1,2,4]triazolo[1,5-a]pyrimidin-4(7H)-yl)acetamide